NC=1C(=NC(=CC1NC1=CC=C(CCN2C(C3=CC=CC=C3C2=O)=O)C=C1)C)C 2-(4-((3-amino-2,6-dimethylpyridin-4-yl)amino)phenethyl)isoindoline-1,3-dione